N'-(2-chloro-4-(3-hydroxyoxetan-3-yl)-5-methylphenyl)-N-ethyl-N-methylformimidamide ClC1=C(C=C(C(=C1)C1(COC1)O)C)N=CN(C)CC